glycyl-phenylalanyl-aminocoumarin tert-butyl-(6-(2-(4-bromopyridin-2-yl)-2-methylpropionyl)pyridin-3-yl)carbamate C(C)(C)(C)N(C(O)=O)C=1C=NC(=CC1)C(C(C)(C)C1=NC=CC(=C1)Br)=O.NCC(=O)N[C@@H](CC1=CC=CC=C1)C(=O)C1=C(C(OC2=CC=CC=C12)=O)N